t-amylperoxyacetate C(C)(C)(CC)CC(=O)O[O-]